2-(5-(cyclopropylmethyl)-4-(3-fluoro-4-sulfamoylbenzyl)-3-(4'-(2,2,2-trifluoroethyl)-[1,1'-biphenyl]-3-yl)-1H-pyrazol-1-yl)thiazole-4-carboxylic acid C1(CC1)CC1=C(C(=NN1C=1SC=C(N1)C(=O)O)C=1C=C(C=CC1)C1=CC=C(C=C1)CC(F)(F)F)CC1=CC(=C(C=C1)S(N)(=O)=O)F